C(CCCCCCCCCCCCCCCCC)(=O)OCC(CC)OC(CCCCCCCCCCCCCCCCC)=O 1,2-butanediol distearate